1,2,3,4,5,6,7,8-octadecyl-9-fluorenone C(CCCCCCCCC)C1=C(C(=C(C=2C3=C(C(=C(C(=C3C(C12)=O)CCCCCCCCCC)CCCCCCCCCC)CCCCCCCCCC)CCCCCCCCCC)CCCCCCCCCC)CCCCCCCCCC)CCCCCCCCCC